COC1=CC(=NC=N1)N1N=CC(=C1)C=O 1-(6-methoxypyrimidin-4-yl)-1H-pyrazole-4-carbaldehyde